O(C1=CC=CC=C1)[Si](Br)(Br)OC1=CC=CC=C1 diphenoxydibromosilane